CC1=CC=C(C=C1)S(=O)(=O)O.FC1=CC(=C(C=C1[N+](=O)[O-])NC1=NC=CC(=N1)N1C(NC2=C1C=CC(=C2)C)=O)OC 1-(2-(4-fluoro-2-methoxy-5-nitrophenylamino)pyrimidin-4-yl)-5-methyl-1H-benzo[d]imidazol-2(3H)-one p-toluenesulfonate